3-hydroxy-3-methylbutanoyl phosphate P(=O)(OC(CC(C)(C)O)=O)([O-])[O-]